CN1C[C@H](CC1)N(C)C methyl-(3S)-N,N-dimethylpyrrolidin-3-amine